(2-methoxyphenyl-pyridin-3-yl)methanol COC1=C(C=CC=C1)C1=NC=CC=C1CO